BrCC(=O)C1=C(C=CC=C1C)C(F)F 2-bromo-1-(2-(difluoromethyl)-6-methylphenyl)ethan-1-one